3-methyl-5-(N-(2,6-dichlorobenzyl)-N-phenethylsulfamoyl)benzofuran-2-carboxylic acid ethyl ester C(C)OC(=O)C=1OC2=C(C1C)C=C(C=C2)S(N(CCC2=CC=CC=C2)CC2=C(C=CC=C2Cl)Cl)(=O)=O